C(C)C(COC)(COC)CCC(C)C 2-ethyl-2-isopentyl-1,3-dimethoxypropane